methyl 3-(9-((4-(((tert-butoxycarbonyl)amino)methyl)-2,6-dimethylphenyl)carbamoyl)-4,5-dihydrobenzo[b]thieno[2,3-d]oxepin-8-yl)-6-(cyclohexylcarbamoyl)picolinate C(C)(C)(C)OC(=O)NCC1=CC(=C(C(=C1)C)NC(=O)C1=CC2=C(OCCC3=C2SC=C3)C=C1C=1C(=NC(=CC1)C(NC1CCCCC1)=O)C(=O)OC)C